perfluoro-2-methyl-pentene FC(=C(C(C(C(F)(F)F)(F)F)(F)F)C(F)(F)F)F